tert-butyl 8-((2-cyclopropylthiazol-5-yl)sulfonyl)-5-oxa-2,8-diazaspiro[3.5]nonane-2-carboxylate C1(CC1)C=1SC(=CN1)S(=O)(=O)N1CCOC2(CN(C2)C(=O)OC(C)(C)C)C1